1-(2-chloroethyl)-3-isobutyl-urea ClCCNC(=O)NCC(C)C